Cl.N[C@@H]1C2=CC=CC=C2CC12CCN(CC2)C=2C(=NC(=CN2)SC2=C(C=1N(C=C2)C=C(N1)C1=NC=C(C=C1)OC)Cl)CO (S)-(3-(1-amino-1,3-dihydrospiro[indene-2,4'-piperidine]-1'-yl)-6-((8-chloro-2-(5-methoxypyridin-2-yl)imidazo[1,2-a]pyridin-7-yl)thio)pyrazin-2-yl)methanol hydrochloride